COC1=CC=C(C=C1)[C@H](O)C1=CC=CC=C1 |r| (R) and (S)-4-methoxyphenyl-phenylcarbinol